1-(3-carboxypropyl)-4-(ethoxycarbonyl)quinuclidin-1-ium bromide [Br-].C(=O)(O)CCC[N+]12CCC(CC1)(CC2)C(=O)OCC